C(C)OC(CN1[C@@H](CN(CC1)C(=O)OC(C)(C)C)C)=O tert-butyl (R)-4-(2-ethoxy-2-oxoethyl)-3-methylpiperazine-1-carboxylate